C(C)(C)(C)C=1C=C(C=C(C1O)C)CCC(=O)OCCOCCOCCOC(CCC1=CC(=C(C(=C1)C)O)C(C)(C)C)=O triethyleneglycol bis[β-(3-tert-butyl-4-hydroxy-5-methylphenyl)propionate]